FC1=C(C=CC(=C1)F)C1=C(C(=CN1)C=O)OC 5-(2,4-difluorophenyl)-4-methoxy-1H-pyrrole-3-carbaldehyde